methyl-ammonium Hexafluorophosphate F[P-](F)(F)(F)(F)F.C[NH3+]